C(C1=CC=CC=C1)N1N=C(N=C1C(=O)OC)C1=CC(=CC=C1)C=1OC(=CN1)C(N[C@@H](C)C1CC1)=O (S)-methyl 1-benzyl-3-(3-(5-((1-cyclopropylethyl) carbamoyl) oxazol-2-yl) phenyl)-1H-1,2,4-triazole-5-carboxylate